2-(8-fluoro-2-methylimidazo[1,2-a]pyridin-6-yl)-7-(piperazin-1-yl)-4H-pyrido[1,2-a][1,3,5]triazin-4-one hydrochloride Cl.FC=1C=2N(C=C(C1)C=1N=C3N(C(N1)=O)C=C(C=C3)N3CCNCC3)C=C(N2)C